[Ca+2].C(CCCCCC)C(C(=O)[O-])C(=O)[O-] 2-heptylpropanedioic acid calcium salt